C(C)(=O)OC(C=O)C1CC1 1-cyclopropyl-2-oxoethyl acetate